((2R,3S,5R)-5-(6-amino-2-chloro-9H-purin-9-yl)-2-ethynyl-3-((((5-methyl-2-oxo-1,3-dioxol-4-yl)methoxy)carbonyl) oxy)tetrahydrofuran-2-yl)methyl spiro[3.5]nonane-2-carboxylate C1C(CC12CCCCC2)C(=O)OC[C@]2(O[C@H](C[C@@H]2OC(=O)OCC=2OC(OC2C)=O)N2C1=NC(=NC(=C1N=C2)N)Cl)C#C